4-(6-chloro-4-(6,6-difluoro-1,4-diazepan-1-yl)-8-fluoro-2-(3-morpholinopropoxy)-quinazolin-7-yl)benzo[d]-thiazol-2-amine ClC=1C=C2C(=NC(=NC2=C(C1C1=CC=CC2=C1N=C(S2)N)F)OCCCN2CCOCC2)N2CCNCC(C2)(F)F